(S)-tert-butyl 6-(2-((1,4-dimethylpiperidin-4-yl)methyl)benzo[d]thiazol-5-yl)-3-methyl-3,4-dihydropyridine-1(2H)-carboxylate CN1CCC(CC1)(C)CC=1SC2=C(N1)C=C(C=C2)C2=CC[C@@H](CN2C(=O)OC(C)(C)C)C